2-(6-bromo-4-(fluoromethyl)-1-oxophthalazin-2(1H)-yl)acetic acid BrC=1C=C2C(=NN(C(C2=CC1)=O)CC(=O)O)CF